Cl.NC1=C2C(=NC=N1)N(N=C2C2=CC=C(C=C2)OC2=CC=CC=C2)C2CCC(CC2)NC([C@@H](C(C)C)NC)=O (R)-N-(4-(4-amino-(4-phenoxyphenyl)-1H-pyrazolo[3,4-d]pyrimidin-1-yl)cyclohexyl)-3-methyl-2-(methylamino)butanamide hydrochloride